C1(CCCCC1)C(CNC(OC(C)(C)C)=O)=O tert-Butyl (2-cyclohexyl-2-oxoethyl)carbamate